C(C)(C)(C)C=1C(C=CC1)(C(C)(C)C)[Ce+]C1(C(=CC=C1)C(C)(C)C)C(C)(C)C di(di-tert-butylcyclopentadienyl)cerium (III)